Dimethyl sulfide Chlorine [Cl].CSC